FC(C(=O)O)(F)F.FC(C(=O)O)(F)F.FC(C(=O)O)(F)F.C(C1=CC=CC=C1)OC(CCCCCCCCCCC=O)=O 12-oxododecanoic acid benzyl ester tris(2,2,2-trifluoroacetate)